C(O[C@H]1[C@@H](O[C@]([C@H]1OCC1=CC=CC=C1)(COC)COCC1=CC=CC=C1)N1C2=NC(=NC(=C2N=C1)N)F)(OC1=CC=CC=C1)=S O-((2R,3R,4S,5R)-2-(6-amino-2-fluoro-9H-purin-9-yl)-4-(benzyloxy)-5-((benzyloxy)methyl)-5-(methoxymethyl)tetrahydrofuran-3-yl) O-phenyl carbonothioate